1-(4-chlorophenyl)-2-vinylcyclopropane-1-carboxylic acid ClC1=CC=C(C=C1)C1(C(C1)C=C)C(=O)O